Butyl-5-iodobenzaldehyde C(CCC)C1=C(C=O)C=C(C=C1)I